[11CH2]=O [11C]formaldehyde